2,4,6-Triisopropylphenylsulfon C(C)(C)C1=C(C(=CC(=C1)C(C)C)C(C)C)S(=O)(=O)C1=C(C=C(C=C1C(C)C)C(C)C)C(C)C